bis[(trimethylsilyl)methyl]antimony C[Si](C)(C)C[Sb]C[Si](C)(C)C